BrC1=CC=CC(=N1)NC(OC(C)(C)C)=O tert-Butyl N-(6-bromopyridin-2-yl)carbamate